(4s,7s)-3-Bromo-2-(5-fluoropyridin-2-yl)-4,5,6,7-tetrahydro-4,7-ethanopyrazolo[1,5-a]pyridine BrC=1C(=NN2C1C1CCC2CC1)C1=NC=C(C=C1)F